FC1=CC=C(C=C1C1=CC=CC=C1)[C@H](CC(=O)OCC)NC(=O)NC=1C(N(C=C(C1O)C)C)=O Ethyl (S)-3-(6-Fluorobiphenyl-3-yl)-3-(3-(4-hydroxy-1,5-dimethyl-2-oxo-1,2-dihydropyridin-3-yl)ureido)propanoat